Acetyl-5-oxopyrrolidine C(C)(=O)N1CCCC1=O